Cl[Au-3](Cl)=O dichlorogold (I) oxide